ClC1=C(C=C(C=C1)CCC(=O)O)[C@H](C)O.OCCNS(=O)(=O)C1=CC(=C(C=C1)OC)N1N=C(C=2C=NC(=CC21)C=2C=NN1C2N=CC=C1)C N-(2-hydroxyethyl)-4-methoxy-3-(3-methyl-6-(pyrazolo[1,5-a]pyrimidin-3-yl)-1H-pyrazolo[4,3-c]pyridin-1-yl)benzenesulfonamide 3-{4-chloro-3-[(1S)-1-hydroxyethyl]phenyl}propanoate